9-oxa-1,2-diazatricyclo[6.4.1.04,13]trideca-2,4,6,8(13)-tetraen-5-amine N12N=CC3=C(C=CC(OCCC1)=C23)N